Methyl 1-(cyclopropylmethyl)-1H-1,2,4-triazole-5-carboxylate C1(CC1)CN1N=CN=C1C(=O)OC